The molecule is a steroid saponin isolated from Ornithogalum thyrsoides and has been shown to exhibit cytotoxic activity. It has a role as a metabolite and an antineoplastic agent. It is a beta-D-glucoside, a 17-hydroxy steroid, an acetate ester, a benzoate ester, a cholestanoid and a steroid saponin. It derives from a 3,4,5-trimethoxybenzoic acid. C[C@@H](C(=O)CCC(C)C)[C@]1([C@H](C[C@@H]2[C@@]1(CC[C@H]3[C@H]2CC=C4[C@@]3(CC[C@@H](C4)O[C@H]5[C@@H]([C@H]([C@@H]([C@H](O5)CO[C@H]6[C@@H]([C@H]([C@@H]([C@H](O6)CO)O)O)O)O)O)O)C)C)O[C@H]7[C@@H]([C@H]([C@H](CO7)O)O[C@H]8[C@@H]([C@H]([C@@H](CO8)O)O)OC(=O)C9=CC(=C(C(=C9)OC)OC)OC)OC(=O)C)O